N,N-dimethyl-2-chlorocyclopropylamine CN(C)C1C(C1)Cl